tertbutyl (2R,4S)-2-cyano-4-(tosyloxy)pyrrolidine-1-carboxylate C(#N)[C@@H]1N(C[C@H](C1)OS(=O)(=O)C1=CC=C(C)C=C1)C(=O)OC(C)(C)C